2-Hydroxy-3-nonylthio-1,4-naphthoquinone OC=1C(C2=CC=CC=C2C(C1SCCCCCCCCC)=O)=O